[C@@H]12N(CCC[C@H]2CC1)C=1OC2=C(C=C(C=C2C(C1)=O)C)C(C)NC1=C(C(=O)O)C=CC=C1 2-[1-[2-[(1R,6S)-2-Azabicyclo[4.2.0]octan-2-yl]-6-methyl-4-oxo-chromen-8-yl]ethylamino]benzoic acid